rel-N-(6-Amino-5-methyl-3-pyridyl)-2-oxo-2-[rac-(2R,4S,5S)-2-(1,3-benzothiazol-5-yl)-4-isobutyl-5-methyl-1-piperidyl]acetamide NC1=C(C=C(C=N1)NC(C(N1[C@H](C[C@@H]([C@@H](C1)C)CC(C)C)C=1C=CC2=C(N=CS2)C1)=O)=O)C |o1:11,13,14|